tert-butyl (5-(2-(1,3-dimethyl-1H-pyrazol-4-yl)pyrazolo[5,1-b]thiazole-7-carboxamido)-6-methylpyridin-3-yl)carbamate CN1N=C(C(=C1)C1=CN2C(S1)=C(C=N2)C(=O)NC=2C=C(C=NC2C)NC(OC(C)(C)C)=O)C